Cl.CC(=O)N1C(CNCC1)C1CCCC1 cyclopentyl-(piperazin-1-yl) methyl ketone hydrochloride